tert-butyl 3-((5-amino-1-(difluoromethyl)-2-oxo-1,2-dihydropyridin-3-yl)oxy)azetidine-1-carboxylate NC=1C=C(C(N(C1)C(F)F)=O)OC1CN(C1)C(=O)OC(C)(C)C